COC1=CC2=CC(=C1O)C3=C(C=CC(=C3)CC[C@H](CCCC2)O)O The molecule is a cyclic ketone isolated from the extract of the seed husks of walnuts Juglans regia and has been shown to exhibit cytotoxic activity against human hepatoma cells. It has a role as a metabolite and an antineoplastic agent. It is an organic molecular entity, a member of methoxybenzenes, a member of phenols and a secondary alcohol.